2-cyclopropyl-6-[4-[1-methyl-4-(1-methyl-2-oxo-4-pyridyl)-6-oxo-3-pyridyl]pyrazol-1-yl]benzonitrile C1(CC1)C1=C(C#N)C(=CC=C1)N1N=CC(=C1)C1=CN(C(C=C1C1=CC(N(C=C1)C)=O)=O)C